FC1=C(C=C(C=C1)N=C=S)F 1,2-difluoro-4-isothiocyanatobenzene